trans-2-(4-((3-(1-(tert-Butyl)-1H-pyrazol-4-yl)phenyl)((4-(6-methoxy-5-methylpyridin-3-yl)bicyclo[2.2.2]octan-1-yl)methyl)carbamoyl)cyclohexyl)acetic acid C(C)(C)(C)N1N=CC(=C1)C=1C=C(C=CC1)N(C(=O)[C@@H]1CC[C@H](CC1)CC(=O)O)CC12CCC(CC1)(CC2)C=2C=NC(=C(C2)C)OC